COC(N[C@H](C(=O)NC=1C(N(C=CC1)CC1=CC2=NC=C(C(=C2N1)CCC(F)(F)F)F)=O)CC\C=C\C(=O)N(C)C)=O Methyl-(S,E)-(7-(dimethylamino)-1-((1-((6-fluoro-7-(3,3,3-trifluoropropyl)-1H-pyrrolo[3,2-b]pyridin-2-yl)methyl)-2-oxo-1,2-dihydropyridin-3-yl)amino)-1,7-dioxohept-5-en-2-yl)carbamat